(3-(triphenylsilyl)phenyl)acrylic acid C1(=CC=CC=C1)[Si](C=1C=C(C=CC1)C(C(=O)O)=C)(C1=CC=CC=C1)C1=CC=CC=C1